ClC=1C(=NC(=NC1)NC1=C(C=C(C(=C1)C)C=1C[C@@H](N([C@H](C1)CC)C1COC1)CC)OC(C)C)NC1=C(C=CC=C1)S(=O)(=O)C(C)C 5-chloro-N2-(4-((2S,6S)-2,6-diethyl-1-(oxetan-3-yl)-1,2,3,6-tetrahydropyridin-4-yl)-2-isopropoxy-5-methylphenyl)-N4-(2-(isopropylsulfonyl)phenyl)pyrimidine-2,4-diamine